BrC1=CC=C(C(=O)C=2C=CC=C3CCNC23)C=C1 7-(4-bromobenzoyl)indoline